Myristoylpropyl-dimethylamine C(CCCCCCCCCCCCC)(=O)CN(C)CCC